(R)-3-chloro-2-hydroxypropyl-trimethylammonium chloride [Cl-].ClC[C@@H](C[N+](C)(C)C)O